N1=C(C=CC=C1)C[N+]1=NOC(=C1)[N-]C(NC1=CC(=CC(=C1)C(F)(F)F)NC(C1=CC=C(C=C1)C(C)S(N)(=O)=O)=O)=O (3-(Pyridin-2-ylmethyl)-1,2,3-oxadiazol-3-ium-5-yl)((3-(4-(1-sulfamoylethyl)benzamido)-5-(trifluoromethyl)phenyl)carbamoyl)amide